ClC1=CC=C2C(=N1)C(N(C2C)C)=O 2-chloro-5,6-dimethyl-5,6-dihydro-7H-pyrrolo[3,4-b]pyridin-7-one